octahydro-2H-benzo[b][1,4]oxazine hydrochloride Cl.O1C2C(NCC1)CCCC2